N1(CCNCC1)C1=CC=C(C=C1)C1=CC=2N(N=C1C(=O)N1CCN(CC1)C(=O)OCC)C(=CN2)C2=CC=NC1=CC=CC=C21 Ethyl 4-(7-(4-(piperazin-1-yl)phenyl)-3-(quinolin-4-yl)imidazo[1,2-b]pyridazine-6-carbonyl)piperazine-1-carboxylate